FC1=CC(=CC(N1)=O)NC(CC1=NN(C2=CC(=CC=C2C1=O)C(F)(F)F)C(C)C)=O N-(6-fluoro-2-oxo-1,2-dihydropyridin-4-yl)-2-(1-isopropyl-4-oxo-7-(trifluoromethyl)-1,4-dihydrocinnolin-3-yl)acetamide